C(C)(C)(C)OC(=O)C1=CC=NC2=CC=C(C=C12)N1C[C@@H](CC1)CO (R)-6-(3-(hydroxymethyl)pyrrolidin-1-yl)quinoline-4-carboxylic acid tert-butyl ester